methyl N-[4-[6-[(4-chlorophenyl)-methyl-carbamoyl]-7-methoxy-imidazo[1,2-a]pyridin-3-yl]phenyl]carbamate ClC1=CC=C(C=C1)N(C(=O)C=1C(=CC=2N(C1)C(=CN2)C2=CC=C(C=C2)NC(OC)=O)OC)C